C(CCC)[Cu]C#CC butylpropynylcopper